C(C1=CC=CC=C1)O[C@H]1C[C@@H](O[C@@H]1COCC1=CC=CC=C1)CO ((2R,4S,5R)-4-(benzyloxy)-5-((benzyloxy)methyl)tetrahydrofuran-2-yl)methanol